1-(3-((4-(3,4-dichlorophenyl)piperazin-1-yl)methyl)-4-(trifluoromethyl)phenyl)-4-methyl-1,4-diazepane ClC=1C=C(C=CC1Cl)N1CCN(CC1)CC=1C=C(C=CC1C(F)(F)F)N1CCN(CCC1)C